ClCC(=O)OCCOCCO diethylene glycol e-mono(chloroacetate)